C(CC1=CC=CC=C1)C1CCC2(OCCO2)CC1 8-phenethyl-1,4-dioxaspiro[4.5]decane